N-(2-cyclopropyl-5-(difluoromethyl)phenyl)-3-(3-fluoro-4-methylphenyl)-3-(1,2,4-thiadiazol-5-yl)pyrrolidine-1-carboxamide C1(CC1)C1=C(C=C(C=C1)C(F)F)NC(=O)N1CC(CC1)(C1=NC=NS1)C1=CC(=C(C=C1)C)F